4-[2-methyl-5-[(3S)-3-(2,2,2-trifluoroethyl)pyrrolidine-1-carbonylamino]phenyl]-6-(morpholin-4-yl)pyridine-2-carboxylic acid CC1=C(C=C(C=C1)NC(=O)N1C[C@@H](CC1)CC(F)(F)F)C1=CC(=NC(=C1)N1CCOCC1)C(=O)O